CN1C2=C(C3=C1C(NN=C3)=O)SC=N2 4-methyl-4,6-dihydro-5H-thiazolo[5',4':4,5]pyrrolo-[2,3-d]pyridazin-5-one